(2S)-N-{(1S)-2-[4-(1,3-benzothiazol-5-yl)phenyl]-1-cyanoethyl}-1,4-oxaazepan-2-carboxamide S1C=NC2=C1C=CC(=C2)C2=CC=C(C=C2)C[C@@H](C#N)NC(=O)[C@H]2OCCCNC2